octyl palmitate (octyl palmitate) C(CCCCCCC)C(C(=O)O)CCCCCCCCCCCCCC.C(CCCCCCCCCCCCCCC)(=O)OCCCCCCCC